N-[4-(3,3-dimethylbut-1-ynyl)-6-phenoxy-pyrimidin-2-yl]benzenesulfonamide CC(C#CC1=NC(=NC(=C1)OC1=CC=CC=C1)NS(=O)(=O)C1=CC=CC=C1)(C)C